ClC1=C(C=C(C=C1)NC(C1=CC(=CC=C1)S(NC1=C(C=CC(=C1)C(F)(F)F)Cl)(=O)=O)=O)[N+](=O)[O-] N-(4-chloro-3-nitrophenyl)-3-(N-(2-chloro-5-(trifluoromethyl)phenyl)sulfamoyl)benzamide